C(C1=CC=CC=C1)OC=1C=C2C(=CC=NC2=CC1OC)OC1=C(C=C(C=C1)NC(=O)C1(CC1)NC(C1=CC=C(C=C1)F)=O)F N-(1-((4-((6-(Benzyloxy)-7-methoxyquinolin-4-yl)oxy)-3-fluorophenyl)carbamoyl)cyclopropyl)-4-fluorobenzamide